ClCCCC1=CC=CC=C1 1-(3-chloropropyl)benzene